NC1=NNC(=N1)S 3-amino-5-sulfydryl-1,2,4-triazole